N-[[6-[(5-chloro-2-pyridyl)amino]-2-pyridyl]sulfonyl]-2-(2,2,4-trimethylpyrrolidin-1-yl)pyridine-3-carboxamide ClC=1C=CC(=NC1)NC1=CC=CC(=N1)S(=O)(=O)NC(=O)C=1C(=NC=CC1)N1C(CC(C1)C)(C)C